BrC=1C=C(C=CC1F)NC(=NO)C1=NON=C1NCCCS(NCCO)(=O)=O N-(3-bromo-4-fluorophenyl)-N'-hydroxyl-4-((3-(N-(2-hydroxylethyl)sulfamoyl)propyl)amino)-1,2,5-oxadiazol-3-formamidine